(5-phenyl-1H-indol-3-yl)-3,4-dihydroisoquinoline-2(1H)-carboxamide C1(=CC=CC=C1)C=1C=C2C(=CNC2=CC1)C1N(CCC2=CC=CC=C12)C(=O)N